C(C)OC1=CN=CC(=N1)C=1C=CC(=NC1)NC(=O)C1(CCNCC1)C1=NC(=NC=C1)NS(=O)(=O)C N-(5-(6-ethoxypyrazin-2-yl)pyridin-2-yl)-4-(2-(methylsulfonylamino)pyrimidin-4-yl)piperidine-4-carboxamide